O[C@](C(=O)O)(CS(=O)(=O)C)C (R)-2-hydroxy-2-methyl-3-(methylsulfonyl)propanoic acid